CC(CCCCC)=NO methyl-amylketone oxime